N1C=C(C2=CC=CC=C12)CC1=C(C=C(C(=O)NCCCCCCC(=O)NO)C=C1)OC 4-((1H-indol-3-yl)methyl)-N-(7-(hydroxyamino)-7-oxoheptyl)-3-methoxybenzamide